FC=1C=C(C=C2NC(C(=NC12)C)=O)CN1CCN(CC1)C=1C(=NC=CC1)C#N (4-((8-fluoro-2-methyl-3-oxo-3,4-dihydroquinoxalin-6-yl)methyl)piperazin-1-yl)pyridinecarbonitrile